COCCCN(C)C 3-methoxy-N,N-dimethylpropylamine